Methyl 2-((((cis-3-(2-amino-6-methoxy-9H-purin-9-yl)cyclobutyl)methoxy) (4-bromophenoxy)phosphoryl)amino)-2-methylpropanoate NC1=NC(=C2N=CN(C2=N1)[C@H]1C[C@H](C1)COP(=O)(OC1=CC=C(C=C1)Br)NC(C(=O)OC)(C)C)OC